COC1=NNC=N1 3-methoxy-1H-1,2,4-triazol